N,N-Dimethylaminopropylchlorid-Hydrochlorid Cl.CN(C)CCCCl